C(N)(=N)C=1C=C(SC1)CNC(=O)[C@H]1N(C[C@@](C1)(F)CN(C)C)C(CNC(CCCOC1=CC=CC=C1)=O)=O (2S,4S)-N-((4-carbamimidoylthiophen-2-yl)methyl)-4-((dimethylamino)methyl)-4-fluoro-1-((4-phenoxybutanoyl)glycyl)pyrrolidine-2-carboxamide